4-(4,6-Difluoro-1H-benzo[d]imidazol-2-yl)thiazole FC1=CC(=CC=2NC(=NC21)C=2N=CSC2)F